C(C)(=O)NCC(C)C1=CC=C(C=C1)NC1=NC=NC2=CC(=C(C=C12)OCCCN(CCCC)CCCC)OC 4-[4-(2-acetamido-1-methylethyl)phenylamino]-7-methoxy-6-(3-(dibutylamino)propoxy)quinazoline